S-(2,2-diethoxyethyl) ethanethioate C(C)(SCC(OCC)OCC)=O